(R)-5-((1-(3-(1,1-difluoro-2-hydroxyethyl)phenyl)ethyl)amino)-7-(1-(difluoromethyl)cyclopropyl)pyrazolo[1,5-a]pyrido[3,4-e]pyrimidin-8(7H)-one FC(CO)(F)C=1C=C(C=CC1)[C@@H](C)NC1=NC=2N(C=3C1=CN(C(C3)=O)C3(CC3)C(F)F)N=CC2